C1(=CC=CC=C1)C1(C(=O)OCCC1)C1=CC=CC=C1 diphenyl-δ-valerolactone